(S)-N-(4-(4-((2-amino-4-methylpentyl)oxy)-3-methoxyphenyl)pyridin-2-yl)acetamide N[C@H](COC1=C(C=C(C=C1)C1=CC(=NC=C1)NC(C)=O)OC)CC(C)C